(E)-6-(but-2-en-1-yl)-4-(6-chloro-5-(morpholine-4-carbonyl)pyridin-2-yl)-2-methyl-1H-pyrrolo[2,3-c]pyridin-7(6H)-one C(\C=C\C)N1C(C2=C(C(=C1)C1=NC(=C(C=C1)C(=O)N1CCOCC1)Cl)C=C(N2)C)=O